C(C(C)C)C=1C=CC2=C(C(=C(O2)C)OB(O)O)C1 (5-isobutyl-2-methylbenzofuran-3-yl)boric acid